3,4-dimethyl-2-cyclopenten-1-one CC1=CC(CC1C)=O